C(C)OC1=NC=CC=C1C1=CC(=C(C=C1)N1[C@@H](CN(CC1)C(=O)OC(C)(C)C)CC)CNS(=O)(=O)C1=C(C=CC=C1)[N+](=O)[O-] tert-butyl (R)-4-(4-(2-ethoxypyridin-3-yl)-2-(((2-nitrophenyl)sulfonamido)-methyl)phenyl)-3-ethylpiperazine-1-carboxylate